2-methyl-1,3-dioxolane-4-thiol CC1OCC(O1)S